NC1=CC(=C2C(N(CCCCC[C@@](C3=NN=C(C1=N2)O3)(C(F)(F)F)O)CC3=CC(=CC=C3)OC(F)(F)F)=O)C(F)(F)F (6R)-17-amino-6-hydroxy-12-[[3-(trifluoromethoxy)phenyl]methyl]-6,15-bis(trifluoromethyl)-19-oxa-3,4,12,18-tetrazatricyclo[12.3.1.12,5]nonadeca-1(18),2,4,14,16-pentaen-13-one